COC(C(=CC(CC)=CC1=C(C=CC=C1)C(F)(F)F)N=[N+]=[N-])=O methyl-2-azido-4-(2-(trifluoromethyl)benzylidene)hex-2-enoate